C1=2C3CC3CCC2C(=CC=C1)C(=O)O tricyclo[5.4.0.02,4]Undecane-1(7),8,10-triene-8-carboxylic acid